N-(3-((2R,4S)-2-(2,5-difluorophenyl)-4-fluoropyrrolidin-1-yl)-1H-pyrazolo[3,4-b]pyridin-5-yl)-5-(3-hydroxy-3-methylpyrrolidin-1-yl)pyrazine-2-carboxamide FC1=C(C=C(C=C1)F)[C@@H]1N(C[C@H](C1)F)C1=NNC2=NC=C(C=C21)NC(=O)C2=NC=C(N=C2)N2CC(CC2)(C)O